2-((4-amino-5-((2-bromo-5-isopropyl-pyridin-4-yl)oxy)pyrimidin-2-yl)amino)ethanol NC1=NC(=NC=C1OC1=CC(=NC=C1C(C)C)Br)NCCO